P(=O)(OCC(COP(=O)([O-])OCC(COC(CCCCCCCCCCC)=O)OC(CCCCCCCCCCC)=O)O)(OCC(COC(CCCCCCCCCCC)=O)OC(CCCCCCCCCCC)=O)[O-] [3-[2,3-di(dodecanoyloxy)propoxy-oxidophosphoryl]oxy-2-hydroxypropyl] 2,3-di(dodecanoyloxy)propyl phosphate